2-heptadecenyl-1-(2-hydroxyethyl)-1-benzyl-imidazolinium chloride [Cl-].C(=CCCCCCCCCCCCCCCC)C=1[N+](CCN1)(CC1=CC=CC=C1)CCO